2-bromo-N-(2,4-dichlorophenyl)acetamide C1=CC(=C(C=C1Cl)Cl)NC(=O)CBr